iron-manganese-chromium oxide [O-2].[Cr+3].[Mn+2].[Fe+2]